FC(OC1=NC=CC=C1C1=NC=C2NC(N(C2=N1)CC1=CC=C(C=C1)C=1N(C=C(N1)C(F)(F)F)C)=O)F 2-(2-(difluoromethoxy)pyridin-3-yl)-9-(4-(1-methyl-4-(trifluoromethyl)-1H-imidazol-2-yl)benzyl)-7,9-dihydro-8H-purin-8-one